SC1=C(C(=O)O)C=C(C(=C1)C(=O)O)S 2,5-di-mercaptoterephthalic acid